1-imidazo[1,2-a]pyridin-2-ylpiperazin-2-one N=1C(=CN2C1C=CC=C2)N2C(CNCC2)=O